4-Chloro-N-(4,5-dichloro-2-fluorophenyl)-1-fluoro-6,7,8,9-tetrahydro-5H-5,8-epiminocyclohepta[c]pyridine-10-carboxamide ClC=1C2=C(C(=NC1)F)CC1CCC2N1C(=O)NC1=C(C=C(C(=C1)Cl)Cl)F